NSO aminothioalcohol